C1(=CC=CC=C1)C(CC1=CC=CC=C1)=O 1,2-diphenyl-ethanone